1-(benzo[d]thiazol-7-yl)-N-(5-cyano-6-(2H-1,2,3-triazol-2-yl)pyridin-3-yl)-5-(trifluoromethyl)-1H-pyrazole-4-carboxamide S1C=NC2=C1C(=CC=C2)N2N=CC(=C2C(F)(F)F)C(=O)NC=2C=NC(=C(C2)C#N)N2N=CC=N2